benzyloxycarboxy-glutamine C(C1=CC=CC=C1)ON([C@@H](CCC(N)=O)C(=O)O)C(=O)O